8-(2,4-dichlorophenyl)-9-(4-((1-(3-fluoropropyl)azetidin-3-yl)methyl)phenyl)-4-methyl-6,7-dihydro-5H-benzo[7]annulene-3-carboxylic acid ClC1=C(C=CC(=C1)Cl)C=1CCCC2=C(C1C1=CC=C(C=C1)CC1CN(C1)CCCF)C=CC(=C2C)C(=O)O